O=S1(N(CCC1)C1CCC(CC1)NC(=O)C=1C2=C(N=C(N1)N1C=NC=C1)C=CN2)=O N-((1r,4r)-4-(1,1-dioxidoisothiazolidin-2-yl)cyclohexyl)-2-(1H-imidazol-1-yl)-5H-pyrrolo[3,2-d]pyrimidine-4-carboxamide